1-pentyl-2-(4-nitrophenyl)-2,3-dihydropyridin-4-one C(CCCC)N1C(CC(C=C1)=O)C1=CC=C(C=C1)[N+](=O)[O-]